[Zn].[Al].[Si].[Zn].[Al] aluminum-zinc-silicon-aluminum-zinc